BrC=1C=CC(=C(CC2(CCN(CC2)C(=O)OC(C)(C)C)C=O)C1)F tert-butyl 4-(5-bromo-2-fluorobenzyl)-4-formylpiperidine-1-carboxylate